4-((1R,5S)-3,8-diazabicyclo[3.2.1]octan-3-yl)-7-(4,5-difluoro-1H-indol-3-yl)-8-fluoro-2-((tetrahydro-1H-pyrrolizin-7a(5H)-yl)methoxy)quinazoline [C@H]12CN(C[C@H](CC1)N2)C2=NC(=NC1=C(C(=CC=C21)C2=CNC1=CC=C(C(=C21)F)F)F)OCC21CCCN1CCC2